6-{[(cyclobutylmethyl)amino]methyl}-3-methyl-N-{5-[(1r,3s)-3-methyl-1-(4-methyl-1,2,4-triazol-3-yl)cyclobutyl]pyridin-3-yl}imidazo[1,2-a]pyridine-8-carboxamide C1(CCC1)CNCC=1C=C(C=2N(C1)C(=CN2)C)C(=O)NC=2C=NC=C(C2)C2(CC(C2)C)C2=NN=CN2C